N[C@H](C(=O)O)C(C)(C)C1=CNC2=CC=CC=C12 (S)-2-amino-3-(1H-indol-3-yl)-3-methylbutanoic acid